(2S,4S)-N-Boc-4-methyl-pyroglutamic acid ethyl ester C(C)OC([C@H]1N(C([C@H](C1)C)=O)C(=O)OC(C)(C)C)=O